nonyl propenyl-phenyl ether sulfate ammonium salt [NH4+].S(=O)(=O)([O-])[O-].C(=CC)C1=C(C=CC=C1)OCCCCCCCCC.[NH4+]